OC=1C(N(C2=CC=C(C=C2C1)[N+](=O)[O-])C)=O 3-hydroxy-1-methyl-6-nitro-1,2-dihydroquinolin-2-one